N[C@H](CC1=C(C=2N=NN=C(C2S1)NCC=1SC=CC1)Br)C (S)-6-(2-Aminopropyl)-7-bromo-N-(thiophen-2-ylmethyl)thieno[3,2-d][1,2,3]triazin-4-amine